FC(C(=O)O)(C1=C(C(=C(C(=C1F)F)F)O)F)C1=C(C(=C(C(=C1F)F)F)F)F.S1C2=C(C=C1[Si](CC)(CC)CC)C=CC=C2 benzo[b]thiophen-2-yl-triethylsilane perfluorophenyl-2-(3-hydroxyphenyl)acetate